1-cyclohexyl-2-(4-nitrophenyl)-1H-benzo[d]imidazole C1(CCCCC1)N1C(=NC2=C1C=CC=C2)C2=CC=C(C=C2)[N+](=O)[O-]